(S)-1'-(8-((2-amino-3-chloropyridin-4-yl)thio)imidazo[1,2-c]pyrimidin-5-yl)-1,3-dihydrospiro[indene-2,4'-piperidin]-1-amine NC1=NC=CC(=C1Cl)SC=1C=2N(C(=NC1)N1CCC3(CC1)[C@@H](C1=CC=CC=C1C3)N)C=CN2